2-(2,6-dioxopiperidin-3-yl)-5-((6-(4-(8-(trifluoromethyl)quinoxalin-2-yl)-1H-pyrazol-1-yl)hexyl)amino)isoindoline-1,3-dione O=C1NC(CCC1N1C(C2=CC=C(C=C2C1=O)NCCCCCCN1N=CC(=C1)C1=NC2=C(C=CC=C2N=C1)C(F)(F)F)=O)=O